4-(aminomethyl)isoindolin-1-one NCC1=C2CNC(C2=CC=C1)=O